samarium-cerium-iron-manganese [Mn].[Fe].[Ce].[Sm]